Methyl methyl-sulfonate methyl-3-ethyl-2-oxo-1,2,3,4-tetrahydrothieno[2,3-b]pyrazine-6-carboxylate COC(=O)C1=CC2=C(NC(C(N2)=O)CC)S1.CS(=O)(=O)OC